6-nitro-1H-indole [N+](=O)([O-])C1=CC=C2C=CNC2=C1